N(N)C1=C2C(=NC=C1)OCO2 7-hydrazino-[1,3]dioxolo[4,5-b]pyridine